OCC=1N=NN(C1)C1=CC(=C(C(=N1)OC)C#N)C 6-(4-(hydroxymethyl)-1H-1,2,3-triazol-1-yl)-2-methoxy-4-methylpyridine-3-carbonitrile